Natrium Glucose Gold palladium molybdenum [Mo].[Pd].[Au].O=C[C@H](O)[C@@H](O)[C@H](O)[C@H](O)CO.[Na]